N(=[N+]=[N-])[C@H]([C@@H](C(=O)OCC1=CC=CC=C1)NC(=O)OC(C)(C)C)C benzyl (2S,3S)-3-azido-2-((tert-butoxycarbonyl)amino)butanoate